[Cl-].C(C)[N+]1=C(C=C(C=C1C)C)C N-ethyl-2,4,6-trimethylpyridinium chloride